C1C2N(CS1)C1(CC2)C(NC2=CC=CC=C21)=O 1',6',7',7a'-tetrahydro-3'H-spiro[indoline-3,5'-pyrrolo[1,2-c]thiazol]-2-one